C1(CC1)C(=O)N1CCC(=CC1)C1=C2C(=NC(=C1)NC(=O)C1CC1)NC=C2 N-(4-(1-(cyclopropylcarbonyl)-1,2,3,6-tetrahydropyridin-4-yl)-1H-pyrrolo[2,3-b]pyridin-6-yl)cyclopropylcarboxamide